OC(C(=O)O)=CCC1=C(C=C(C=C1)Cl)Cl 2-hydroxy-(2,4-dichlorophenyl)methyl-acrylic acid